5,6-diamino-2,4-dihydroxypyrimidine sulfate dihydrate O.O.S(=O)(=O)(O)O.NC=1C(=NC(=NC1N)O)O